(RS)-4-Methoxy-N-(4-(piperidin-3-yl)-phenyl)-benzamid COC1=CC=C(C(=O)NC2=CC=C(C=C2)[C@@H]2CNCCC2)C=C1 |r|